tert-butyl N-[5-[[2-chloro-5-(cyclopropylcarbamoyl)-4-fluorophenyl]carbamoyl]-1,3-thiazol-2-yl]carbamate ClC1=C(C=C(C(=C1)F)C(NC1CC1)=O)NC(=O)C1=CN=C(S1)NC(OC(C)(C)C)=O